BrCCCCN1C=C(C=C1)C(=O)OC methyl 1-(4-bromobutyl)-1H-pyrrole-3-carboxylate